6,7,8,9-tetrahydropyrido[2',3':4,5]imidazo[1,2-a]pyrazine N1=CC=CC2=C1N=C1N2CCNC1